1-(3-(4-((4-([1,2,4]triazolo[1,5-a]pyridin-7-yloxy)-3-methylphenyl)amino)pyrrolo[2,1-f][1,2,4]triazin-5-yl)-3,8-diazabicyclo[3.2.1]octan-8-yl)-2-((dimethylamino)methyl)prop-2-en-1-one N=1C=NN2C1C=C(C=C2)OC2=C(C=C(C=C2)NC2=NC=NN1C2=C(C=C1)N1CC2CCC(C1)N2C(C(=C)CN(C)C)=O)C